2-amino-3-(4-dihydroxyboryl-2-chlorophenyl)-2-methylpropanoic acid NC(C(=O)O)(CC1=C(C=C(C=C1)B(O)O)Cl)C